ClCC=1C(=NC=CC1)OC 3-(chloromethyl)-2-methoxypyridine